Tert-butyl (2-((S)-2-cyanopyrrolidin-1-yl)-2-oxoethyl)((1S,3R,5S)-3-(2-(2-hydroxy ethoxy)ethoxy)adamantan-1-yl)carbamate C(#N)[C@H]1N(CCC1)C(CN(C(OC(C)(C)C)=O)C12CC3(C[C@@H](CC(C1)C3)C2)OCCOCCO)=O